4,4-bis(oct-3-yn-1-yloxy)butyronitrile C(CC#CCCCC)OC(CCC#N)OCCC#CCCCC